3-iso-propyltoluene C(C)(C)C=1C=C(C)C=CC1